BrC1=CC=CC=2OB(OC21)O 4-bromobenzo[d][1,3,2]dioxaborolan-2-ol